imidazolinnicotinic acid N1(C=NCC1)C1=CC=NC=C1C(=O)O